C=CCCCCCCCCCCCCCCC.[C] carbon heptadecene